CC(C)OC1=CC=CC=C1C#N 6-(propan-2-yloxy)benzonitrile